Br[SiH]1C[SiH](CCC1)CCC 1-bromo-3-propyl-1,3-disilacyclohexane